C(=CCCCCCCCCCCCCCCCC)N1C(=C(C(C2=C(C=C(C=C12)OCC1=CC=CC=C1)OCC1=CC=CC=C1)=O)OCC1=CC=CC=C1)C1=CC(=C(C=C1)OCC1=CC=CC=C1)OC N-octadecenyl-2-(3-methoxy-4-benzyloxyphenyl)-3,5,7-tribenzyloxy-quinolin-4-one